OC=1C(=NC=CC1NC1=C(C(C1=O)=O)N[C@@H](C#CC1=NC=CC=C1)C1(CCCC1)C)C(=O)N(C)C (R)-3-hydroxy-N,N-dimethyl-4-((2-((1-(1-methylcyclopentyl)-3-(pyridin-2-yl)prop-2-yn-1-yl)amino)-3,4-dioxocyclobut-1-en-1-yl)amino)picolinamide